3-fluoroprop-1-en FCC=C